(E)-ethyl 3-amino-3-ethoxyacrylate N\C(=C/C(=O)OCC)\OCC